N-ETHYL-2-[ETHYL((5-FORMYLIMIDAZO[2,1-B][1,3]THIAZOL-6-YL))AMINO]ACETAMIDE C(C)NC(CN(C=1N=C2SC=CN2C1C=O)CC)=O